tert-butyl (S)-2-ethyl-4-(1-((7-fluoro-2-methylimidazo[1,2-a]pyridin-6-yl)carbamoyl)-2,3-dihydro-1H-pyrrolo[2,3-b]pyridin-4-yl)piperazine-1-carboxylate C(C)[C@@H]1N(CCN(C1)C1=C2C(=NC=C1)N(CC2)C(NC=2C(=CC=1N(C2)C=C(N1)C)F)=O)C(=O)OC(C)(C)C